(R)-5-amino-2-(aminomethyl)-N-(1-(naphthalen-1-yl)ethyl)benzamide bis(2,2,2-trifluoroacetate) FC(C(=O)O)(F)F.FC(C(=O)O)(F)F.NC=1C=CC(=C(C(=O)N[C@H](C)C2=CC=CC3=CC=CC=C23)C1)CN